C(CCC)NC(C)=O N-butyl-acetamide